3-(Ethoxymethoxy)-2-fluoro-4-(4-(((cis)-3-hydroxy-3-methylcyclobutyl)amino)phthalazin-1-yl)benzaldehyde C(C)OCOC=1C(=C(C=O)C=CC1C1=NN=C(C2=CC=CC=C12)NC1CC(C1)(C)O)F